1-(2-((5-(5-(difluoromethyl)-1,3,4-oxadiazole-2-yl)pyridine-2-yl)methyl)-4,4-dimethyl-1,3-dioxo-1,2,3,4-tetrahydroisoquinoline-6-yl)-N-methylpiperidine-4-carboxamide FC(C1=NN=C(O1)C=1C=CC(=NC1)CN1C(C2=CC=C(C=C2C(C1=O)(C)C)N1CCC(CC1)C(=O)NC)=O)F